1-nonadecanoyl-2-(9Z-hexadecenoyl)-glycero-3-phosphocholine CCCCCCCCCCCCCCCCCCC(=O)OC[C@H](COP(=O)([O-])OCC[N+](C)(C)C)OC(=O)CCCCCCC/C=C\CCCCCC